ClC1=CC(=C(C=C1)NC=1C=NC=C(C1C)OC1=C(C(=NC=C1)NS(NC)(=O)=O)F)F N-(4-chloro-2-fluorophenyl)-5-({3-fluoro-2-[(methylsulfamoyl)amino]pyridin-4-yl}oxy)-4-methylpyridin-3-amine